3-(5-(difluoromethyl)-1,3,4-thiadiazol-2-yl)-N-(1-(fluoromethyl)cyclopropyl)imidazo[1,2-a]pyridine-6-sulfonamide FC(C1=NN=C(S1)C1=CN=C2N1C=C(C=C2)S(=O)(=O)NC2(CC2)CF)F